C(=O)O.CN1C=NC=C1 N-methylimidazole formate